(5-(5-chloro-2-methoxypyridin-4-yl)-1H-pyrazole-3-carbonyl)-N-((2-methyl-1H-benzo[d]imidazol-5-yl)methyl)piperidine-4-carboxamide ClC=1C(=CC(=NC1)OC)C1=CC(=NN1)C(=O)N1CCC(CC1)C(=O)NCC1=CC2=C(NC(=N2)C)C=C1